C1(=CC=CC=C1)P(C1=C(C=CC=C1)C=1OC[C@H](N1)C(C)C)C1=CC=CC=C1 (R)-2-[2-(diphenylphosphino)phenyl]-4-isopropyl-4,5-dihydro-oxazole